7-(1-((oxazol-5-yl)methyl)-1H-pyrazol-4-yl)-3H-imidazo[4,5-b]pyridine O1C=NC=C1CN1N=CC(=C1)C1=C2C(=NC=C1)NC=N2